C(C)(=O)N1CCN(CC1)C1=CC(=C(C=N1)N1C(NC2(C1)CCC(CC2)(C2=CC=CC=C2)N(C)C)=O)C 3-[6-(4-acetyl-piperazin-1-yl)-4-methyl-pyridin-3-yl]-8-dimethylamino-8-phenyl-1,3-diazaspiro[4.5]decan-2-one